C(C)(C)(C)OC(=O)O[C@@H]1[C@H]([C@H](N(C1)C(=O)OC(C)(C)C)CC1=CC=C(C=C1)OC)OC(C1=CC=C(C=C1)C(C(F)(F)F)=O)=O tert-butyl (2R,3S,4S)-4-[(tert-butoxycarbonyl) oxy]-2-[(4-methoxyphenyl)methyl]-3-[4-(2,2,2-trifluoroacetyl)benzoyloxy]pyrrolidine-1-carboxylate